ethyl 1H-pyrrolo[2,3-c]pyridine-2-carboxylate hydrochloric acid salt Cl.N1C(=CC=2C1=CN=CC2)C(=O)OCC